methyl 2-((1-(2,6-difluorophenyl) cyclopropyl) amino)-thiazole-5-carboxylate FC1=C(C(=CC=C1)F)C1(CC1)NC=1SC(=CN1)C(=O)OC